N,N-dimethylamino-N'-tert-butylethylenediamine CNN(CCNC(C)(C)C)NC